3-((trans)-3-(tert-butoxy)-4-fluoropyrrolidin-1-yl)-1-(4-chloro-2-fluorophenyl)-8,9-dihydropyrido[3,4-d]pyrrolo[1,2-a]pyrimidin-5(7H)-one C(C)(C)(C)O[C@@H]1CN(C[C@H]1F)C1=CC2=C(N=C3N(C2=O)CCC3)C(=N1)C1=C(C=C(C=C1)Cl)F